tert-butyl (1R,5S,6r)-6-[(Z)-chloro (hydroxyimino) methyl]-3-azabicyclo[3.1.0]hexane-3-carboxylate Cl\C(\C1[C@H]2CN(C[C@@H]12)C(=O)OC(C)(C)C)=N/O